(S)-N-(2-(1-(4-((6-amino-2-butoxy-8-oxo-7H-purin-9(8H)-yl)methyl)benzyl)piperidin-4-yl)ethyl)-2-(2-(aminooxy)acetamido)propanamide NC1=C2NC(N(C2=NC(=N1)OCCCC)CC1=CC=C(CN2CCC(CC2)CCNC([C@H](C)NC(CON)=O)=O)C=C1)=O